F[C@H]1[C@H](C1)C(=O)NC1=NC=C2C=C(C=3N(C2=C1)C=CN3)C=3C=NC(=CC3C)C(CCC)O (1r,2r)-2-fluoro-N-(4-(6-(1-hydroxybutyl)-4-methylpyridin-3-yl)imidazo[1,2-a][1,6]naphthyridin-8-yl)cyclopropane-1-carboxamide